N[C@@H](C)C1=NC=NN1C1=CC=C(C=N1)C#N 6-[5-[(1S)-1-aminoethyl]-1,2,4-triazol-1-yl]pyridine-3-carbonitrile